FC=1C=CC(=C(CNC(OC(C)(C)C)=O)C1)C1=NN(C=C1)C Tert-butyl (5-fluoro-2-(1-methyl-1H-pyrazol-3-yl)benzyl)carbamate